C(C)(C)(C)OC(=O)N1[C@@H](CCC1)C1=C2CN(C(NC2=CC(=C1)C=1C=C2C(=NC1)NC=C2C)=O)CC (S)-2-(3-ethyl-7-(3-methyl-1H-pyrrolo[2,3-b]pyridin-5-yl)-2-oxo-1,2,3,4-Tetrahydroquinazolin-5-yl)pyrrolidine-1-carboxylic acid tert-butyl ester